C(C1=CC=CC=C1)N1CCC(CC1)(C1=NC=C(C=C1)Cl)NS(=O)(=O)C1=CC=C(C=C1)OC(F)(F)F N-[1-benzyl-4-(5-chloro-2-pyridyl)-4-piperidyl]-4-(trifluoromethoxy)benzenesulfonamide